C(C)(C)(C)[Si](C)(C)OCCN1N=NC(=C1)N1C=CC2=CC(=C(C=C12)Cl)OC tert-butyl-[2-[4-(6-chloro-5-methoxy-indol-1-yl)triazol-1-yl]ethoxy]-dimethyl-silane